3-({[(1R)-6-[(4-fluorophenyl)(methyl)amino]-1,2,3,4-tetrahydronaphthalen-1-yl]methyl}amino)pyridine-4-carboxylic acid methyl ester COC(=O)C1=C(C=NC=C1)NC[C@@H]1CCCC2=CC(=CC=C12)N(C)C1=CC=C(C=C1)F